FC(C=1SC2=C(N1)C=CC(=C2)N)(F)F 2-(trifluoromethyl)-1,3-benzothiazol-6-amine